3-[1-(2,2-Dimethylpropanoyl)-5-[(4-fluorophenyl)methoxy]-4-methoxy-1H-pyrazol-3-yl]azetidin-2-on CC(C(=O)N1N=C(C(=C1OCC1=CC=C(C=C1)F)OC)C1C(NC1)=O)(C)C